BrC1=CN(C2=C1C=1N(C(N(CC1C=N2)C2=C(C(=CC(=C2F)OC)OC)F)=S)CC)S(=O)(=O)C2=CC=CC=C2 9-bromo-3-(2,6-difluoro-3,5-dimethoxyphenyl)-1-ethyl-7-(phenylsulfonyl)-1,3,4,7-tetrahydro-2H-pyrrolo[3',2':5,6]pyrido[4,3-d]pyrimidine-2-thione